2-chloro-6-chloro-4-(trifluoromethyl)pyridine ClC1=NC(=CC(=C1)C(F)(F)F)Cl